1-(4-bromophenylethyl)piperidine BrC1=CC=C(C=C1)CCN1CCCCC1